COC=1C(=CC2=C(NC(CCC2)=O)C1)N1N=C(C=2C=NC(=CC21)C=2C=NN1C2N=CC=C1)C 8-methoxy-7-(3-methyl-6-(pyrazolo[1,5-a]pyrimidin-3-yl)-1H-pyrazolo[4,3-c]pyridin-1-yl)-1,3,4,5-tetrahydro-2H-benzo[b]azepin-2-one